C/C=C\\1/CN2CC[C@@]34[C@@H]2C[C@@H]1C(=C3NC5=CC=CC=C45)C(=O)OC The molecule is a monoterpenoid indole alkaloid with formula C20H22N2O2, isolated from several plant species including Alstonia spatulata, Catharanthus roseus and Vinca major. It has a role as a plant metabolite. It is a methyl ester, a tertiary amino compound, an organic heteropentacyclic compound and a monoterpenoid indole alkaloid. It is a conjugate base of an akuammicine(1+).